2-pyridylmethyl carbamate C(N)(OCC1=NC=CC=C1)=O